O1CCC(=CC1)C1=NN2C(N(C(=C(C2=O)C2=CC=C(C=C2)OCC2=NC=CC=C2O)CC)CC(=O)NC2=C(C=C(C=C2)C(F)(F)F)C)=N1 2-(2-(3,6-dihydro-2H-pyran-4-yl)-5-ethyl-6-(4-((3-hydroxypyridin-2-yl)methoxy)phenyl)-7-oxo-[1,2,4]triazolo[1,5-a]pyrimidin-4(7H)-yl)-N-(2-methyl-4-(trifluoromethyl)phenyl)acetamide